C(CCCCC)NC(=O)NCCCCCC 1,3-dihexylurea